C(C)(C)(C)OC(=O)N(C(OC(C)(C)C)=O)C1=C2N=CN(C2=NC=N1)CC1=CC(=NC=C1N1CC(CCC1)(NC(=O)OC)C1=NN(C=C1)C(F)F)C1=CC=C(C=C1)F tert-Butyl tert-butoxycarbonyl(9-((5-(3-(1-(difluoromethyl)-1H-pyrazol-3-yl)-3-((methoxycarbonyl)amino)piperidin-1-yl)-2-(4-fluorophenyl)pyridin-4-yl)methyl)-9H-purin-6-yl)carbamate